5-(2-chloro-5-fluoropyrimidin-4-yl)-3-fluoro-1-(3-methylbut-2-en-1-yl)pyridin-2(1H)-one ClC1=NC=C(C(=N1)C=1C=C(C(N(C1)CC=C(C)C)=O)F)F